FC(C(=O)O)(F)F.FC(C(=O)O)(F)F.NC=1N=CC(=NC1C1=CC(=NC=C1)CO)C=1C=C(C=CC1C)C(C(=O)N)(C(F)(F)F)O 2-(3-(5-amino-6-(2-(hydroxymethyl)pyridin-4-yl)pyrazin-2-yl)-4-methylphenyl)-3,3,3-trifluoro-2-hydroxypropanamide bistrifluoroacetate